(1-([1,2,4]triazolo[1,5-a]pyridin-5-yl)cyclopropyl)methanol 2,5-Dioxopyrrolidin-1-yl-2,5,8,11,14,17,20,23,26,29,32,35-dodecaoxaoctatriacontan-38-oate O=C1N(C(CC1)=O)COCCOCCOCCOCCOCCOCCOCCOCCOCCOCCOCCOCCC(=O)OCC1(CC1)C1=CC=CC=2N1N=CN2